ClC1=NC(=NC(=N1)CC(C)(C1=CC=CC=C1)C)N[C@@H](CO)CC(C)C (R)-2-((4-chloro-6-(2-methyl-2-phenylpropyl)-1,3,5-triazin-2-yl)amino)-4-methylpentan-1-ol